Tert-butyl ((R)-1,4-dioxo-1-(((R)-4-phenyl-1-(4,4,5,5-tetramethyl-1,3,2-dioxaborolan-2-yl)butyl)amino)-4-(piperidin-1-yl)butan-2-yl)carbamate O=C([C@@H](CC(N1CCCCC1)=O)NC(OC(C)(C)C)=O)N[C@@H](CCCC1=CC=CC=C1)B1OC(C(O1)(C)C)(C)C